4-(2,5-dihydro-1H-pyrrol-1-yl)-5-nitroquinolin-8-ol N1(CC=CC1)C1=CC=NC2=C(C=CC(=C12)[N+](=O)[O-])O